BrC1=CC(=C(CNC(C2=CC=CC=C2)=O)C(=C1)C)C N-(4-bromo-2,6-dimethylbenzyl)benzamide